BrC=1C=C(C(N(C1C)C)=O)OC 5-bromo-3-methoxy-1,6-dimethylpyridin-2(1H)-one